(3R,5S)-5-(aminomethyl)-1-phenylmethylpyrrolidine-3-carbonitrile NC[C@@H]1C[C@H](CN1CC1=CC=CC=C1)C#N